Cl.ClC=1C=C(O[C@@H]2CN(CCC2)C2(CCOCC2)C(=O)NC2(CC2)C2=CC=C(C(=O)O)C=C2)C=CC1 4-[1-[[4-[(3S)-3-(3-Chlorophenoxy)-1-piperidyl]tetrahydropyran-4-carbonyl]amino]cyclopropyl]benzoic acid, hydrochloride